3,5-bis(3,5-dimethoxybenzylidene)-N-(4-fluorobenzenesulfonyl)-4-piperidone COC=1C=C(C=C2CN(CC(C2=O)=CC2=CC(=CC(=C2)OC)OC)S(=O)(=O)C2=CC=C(C=C2)F)C=C(C1)OC